4,5-dibromo-2-[(4-methoxyphenyl)methyl]pyridazin-3-one BrC=1C(N(N=CC1Br)CC1=CC=C(C=C1)OC)=O